FC1=CC(=C(C=C1)C1=CC=C(O1)C=C1C(C2=CC=CC=C2C1)=O)[N+](=O)[O-] 2-[[5-(4-Fluoro-2-nitrophenyl)-2-furanyl]methylene]-2,3-dihydro-1H-inden-1-one